2-chloro-5-(4-chloro-2-methyl-2H-indazol-5-yl)-4-((2-(trimethylsilyl)ethoxy)methyl)-7H-pyrrolo[2,3-d]pyrimidine ClC=1N=C(C2=C(N1)NC=C2C2=C(C1=CN(N=C1C=C2)C)Cl)COCC[Si](C)(C)C